2-[(2R)-3-(3,4-dihydro-1H-isoquinolin-2-yl)-2-hydroxy-propyl]-6-(2-oxa-6-azaspiro[3.3]hept-6-yl)-3,4-dihydroisoquinolin-1-one C1N(CCC2=CC=CC=C12)C[C@H](CN1C(C2=CC=C(C=C2CC1)N1CC2(COC2)C1)=O)O